CN(C)C(C(=O)[O-])=O dimethylaminoglyoxylate